hexaethyl-disilazane C(C)[Si](N[Si](CC)(CC)CC)(CC)CC